COCC(CN1CC(C(CC1)NC1=C2C=C(N(C2=CC=C1)CC(F)(F)F)C#CCNC1=C(C=C(C=C1)S(=O)(=O)C)OC)C)O 1-methoxy-3-(4-((2-(3-((2-methoxy-4-(methylsulfonyl)phenyl)amino)prop-1-yn-1-yl)-1-(2,2,2-trifluoroethyl)-1H-indol-4-yl)amino)-3-methylpiperidin-1-yl)propan-2-ol